3-((6-((1R,2R)-2-fluorocyclopropane-1-carboxamido)-5-methylpyridin-3-yl)ethynyl)-4-methyl-N-(4-((4-methylpiperazin-1-yl)methyl)-3-(trifluoromethyl)phenyl)benzamide F[C@H]1[C@H](C1)C(=O)NC1=C(C=C(C=N1)C#CC=1C=C(C(=O)NC2=CC(=C(C=C2)CN2CCN(CC2)C)C(F)(F)F)C=CC1C)C